COC(=O)C1=CSC=2C1=NC(=CC2C)OS(=O)(=O)C(F)(F)F 7-methyl-5-(((trifluoromethyl)sulfonyl)oxy)thieno[3,2-b]pyridine-3-carboxylic acid methyl ester